N1=CNC=2CNC=CC21 3,5-dihydro-4H-imidazo[4,5-c]pyridin